FC=1C=C(C=CC1)[C@@H]1N(CCC1)C=1C=CC=2N(N1)C(=CN2)C2=CC=CC(=N2)N2CCN(CC2)CC=O 2-[4-[6-[6-[(2R)-2-(3-fluorophenyl)pyrrolidin-1-yl]imidazo[1,2-b]pyridazin-3-yl]-2-pyridyl]piperazin-1-yl]acetaldehyde